tert-Butyl N-[4-chloro-6-(2,3,6-trimethylphenyl)pyrimidin-2-yl]carbamate ClC1=NC(=NC(=C1)C1=C(C(=CC=C1C)C)C)NC(OC(C)(C)C)=O